decanediamide C(CCCCCCCCC(=O)N)(=O)N